4-(N,N-dimethylamino)-2,6-diamino-pyrimidine formate C(=O)O.CN(C)C1=NC(=NC(=C1)N)N